3-(chloromethyl)-1-(2,3-dihydrobenzo[b][1,4]dioxin-6-yl)pyridin-2(1H)-one ClCC=1C(N(C=CC1)C1=CC2=C(OCCO2)C=C1)=O